ethyl 3-chloro-6,7-dihydro-5H-cyclopenta[c]pyridazine-4-carboxylate ClC1=C(C2=C(N=N1)CCC2)C(=O)OCC